OCCOCCN1CCN(CC1)CCCC(=O)OCCC propyl 4-(4-(2-(2-hydroxyethoxy)ethyl)piperazin-1-yl)butanoate